NC1=CC(=C(C=C1)OC1=CC=C(C=C1)[C@@H]1CC[C@H](CC1)[C@@H]1CC[C@H](CC1)CCCCC)N 1,3-diamino-4-{4-[trans-4-(trans-4-n-pentylcyclohexyl)cyclohexyl]phenoxy}benzene